Triisopropylideneheptanol C(C)(C)=C(C(C(O)=C(C)C)=C(C)C)CCCC